CN1N=C(C(=C1N1C(C2=CC=C(C=C2C1)OC(F)(F)F)=O)C)C1=CC=C(C=C1)\C=N\N=C\1/SCC(N1C1=C(C=CC(=C1)C)C(C)C)=O (2Z)-2-[(E)-[4-[1,4-dimethyl-5-[1-oxo-5-(trifluoromethoxy)isoindolin-2-yl]pyrazol-3-yl]phenyl]methylenehydrazono]-3-(2-isopropyl-5-methyl-phenyl)thiazolidin-4-one